1-(2-chloro-4-((7-hydroxy-6-methoxyquinazolin-4-yl)oxy)phenyl)-3-(1-cyclopentyl-1H-pyrazol-4-yl)urea ClC1=C(C=CC(=C1)OC1=NC=NC2=CC(=C(C=C12)OC)O)NC(=O)NC=1C=NN(C1)C1CCCC1